6-(imidazol-1-yl)-N-(piperidin-4-yl)pyridine-2-carboxamide N1(C=NC=C1)C1=CC=CC(=N1)C(=O)NC1CCNCC1